COC(C)C1=C(C=C(C=C1)C)N1C(SCC1=O)=NC(N)=O 3-(3-(2-(1-methoxyethyl)-5-methylphenyl)-4-oxothiazolidine-2-ylidene)urea